3-(6-bromo-7-ethoxy-1-oxoisoindolin-2-yl)piperidine-2,6-dione BrC1=CC=C2CN(C(C2=C1OCC)=O)C1C(NC(CC1)=O)=O